Racemic-tert-butyl (5-(pyridin-3-yl)isochroman-1-yl)methylcarbamate N1=CC(=CC=C1)C1=C2CCO[C@H](C2=CC=C1)CNC(OC(C)(C)C)=O |r|